(E)-hex-2-en-1-yl (E)-3-(4-methoxyphenyl)acrylate COC1=CC=C(C=C1)/C=C/C(=O)OC\C=C\CCC